2-[2-(2-aminoethoxy)ethoxy]acetic acid NCCOCCOCC(=O)O